OC[C@H]1[C@@H](C1)NC(C1=C(C=C(C=C1OC)N1C=NC2=C1C=CC(=C2)C=2C=NN(C2)C)OC)=O N-[(1R,2R)-2-(hydroxymethyl)cyclopropyl]-2,6-dimethoxy-4-[5-(1-methylpyrazol-4-yl)benzimidazol-1-yl]benzamide